CN(CCCCN1C(C(C2=CC=CC=C12)=O)=C1C(N(C2=CC=CC=C12)C(=O)N)=O)C (4-(Dimethylamino)butyl)-2',3-dioxo-[2,3'-biindolinylidene]-1'-carboxamide